FC1(CC2(C1)CC(N(CC2)CC2=C1C=CNC1=C(C=C2OC)C)C2=CC=C(C(=O)N1CC(C1)CC#N)C=C2)F 2-(1-(4-(2,2-difluoro-7-((5-methoxy-7-methyl-1H-indol-4-yl)methyl)-7-azaspiro[3.5]nonan-6-yl)benzoyl)azetidin-3-yl)acetonitrile